FC(C(=O)O)(F)F.O1CCC(CC1)NC(=O)C1(CCN(CC1)S(=O)(=O)C=1C=NC(=CC1)OC\C(=C/F)\CN)C 1-[6-((Z)-2-Aminomethyl-3-fluoro-allyloxy)-pyridine-3-sulfonyl]-4-methyl-piperidine-4-carboxylic acid (tetrahydropyran-4-yl)-amide trifluoroacetate